4-(2-(6-methylpyridin-2-yl)-5,6-dihydro-4H-pyrrolo[1,2-b]pyrazol-3-yl)quinolone-6-carboxamide CC1=CC=CC(=N1)C=1C(=C2N(N1)CCC2)C2=CC(NC1=CC=C(C=C21)C(=O)N)=O